(+)-3-(6-(4'-Chloro-1',2'-dihydrospiro[cyclopropane-1,3'-pyrrolo[2,3-b]pyridin]-5'-yl)-1H-benzo[d]imidazol-2-yl)pyrrolidin-2-one ClC1=C2C(=NC=C1C=1C=CC3=C(NC(=N3)C3C(NCC3)=O)C1)NCC21CC1